C(C)C1=C2C(=CC(=CC2=CC=C1F)O)C1=C(C=2N=C(N=C(C2C=N1)N1CCOCCC1)OCC1(CC1)CO)F 5-ethyl-6-fluoro-4-(8-fluoro-2-((1-(hydroxymethyl)cyclopropyl)methoxy)-4-(1,4-oxazepan-4-yl)pyrido[4,3-d]pyrimidin-7-yl)naphthalen-2-ol